C1(CCCCC1)C1=C(C=C(C=C1O)\C=C\C1=C(C=CC=C1)F)O (E)-2-cyclohexyl-5-(2-fluorostyryl)-1,3-benzenediol